((8R)-3-(3-(1-fluoroethyl)-1,2,4-oxadiazol-5-yl)-8-methyl-5,6-dihydro-[1,2,4]triazolo[4,3-a]pyrazin-7(8H)-yl)(4-fluorophenyl)methanone FC(C)C1=NOC(=N1)C1=NN=C2N1CCN([C@@H]2C)C(=O)C2=CC=C(C=C2)F